tert-Butyl N-[1-(4-{[1-(4-formyl-phenyl)-2-oxo-1,2-dihydropyrimidin-4-yl]carbamoyl}piperazin-1-yl)-2-methyl-1-oxopropan-2-yl]carbamate C(=O)C1=CC=C(C=C1)N1C(N=C(C=C1)NC(=O)N1CCN(CC1)C(C(C)(C)NC(OC(C)(C)C)=O)=O)=O